tertiary octyl isocyanate C(C)(C)(CC(C)(C)C)N=C=O